[2H]NC1=CC=CC=C1 deuteroaniline